BrC1=CC=C(C=C1)S(=O)(=O)N1CCC1 1-(4-bromobenzenesulfonyl)azetidine